(+/-)-1-(3-chloro-5-fluoropyridin-2-yl)ethylamine ClC=1C(=NC=C(C1)F)[C@@H](C)N |r|